NC(C(F)F)C1=NNC(C2=C1N=C(C=C2)C=2C=NN(C2C2=C(C1=CC=CC=C1C=C2)[N+]#[C-])C)=O 8-(1-amino-2,2-difluoro-ethyl)-2-[5-(1-isocyano-2-naphthyl)-1-methyl-pyrazol-4-yl]-6H-pyrido[2,3-d]pyridazin-5-one